N-diphenylmethyleneaniline C1(=CC=CC=C1)C(=NC1=CC=CC=C1)C1=CC=CC=C1